(1S,2R,3R,5R)-3-{[(3-aminopropyl)(1,3-thiazol-5-yl)amino]methyl}-5-[4-(methylamino)pyrrolo[2,3-d]pyrimidin-7-yl]cyclopentane-1,2-diol NCCCN(C1=CN=CS1)C[C@@H]1[C@H]([C@H]([C@@H](C1)N1C=CC2=C1N=CN=C2NC)O)O